1-benzyl-3-hydroxy-4-(1,4-dioxa-8-azaspiro[4.5]dec-8-ylmethyl)pyridin-2(1H)-one C(C1=CC=CC=C1)N1C(C(=C(C=C1)CN1CCC2(OCCO2)CC1)O)=O